[N+](=O)([O-])C1=NNC(=C1)[N+](=O)[O-] 3,5-bisnitropyrazole